1,5,5-trimethyl-4,5,6,7-tetrahydro-1H-indazole CN1N=CC=2CC(CCC12)(C)C